(4-allyl-2-fluoro-6-(2-methyl-1H-benzimidazole-5-yl)phenyl)methanol C(C=C)C1=CC(=C(C(=C1)C1=CC2=C(NC(=N2)C)C=C1)CO)F